(R)-N-(1-(5-(6-(3-cyanopyrrolo[1,2-b]pyridazin-7-yl)-4-(isopropylamino)pyridin-3-yl)-1,3,4-thiadiazol-2-carbonyl)piperidin-3-yl)acetamide C(#N)C1=CC=2N(N=C1)C(=CC2)C2=CC(=C(C=N2)C2=NN=C(S2)C(=O)N2C[C@@H](CCC2)NC(C)=O)NC(C)C